trimethyl-(2-hydroxyethyl)ammonium C[N+](CCO)(C)C